BrC1=C(C(=CC(=C1)C(C(F)(F)F)(C(F)(F)F)F)C(F)(F)F)NC(C1=C(C(=CC=C1)N(C(=O)C=1C=NC(=CC1)F)OC(CC1=CC=CC=C1)=O)F)=O N-(2-bromo-4-(perfluoropropane-2-yl)-6-(trifluoromethyl)phenyl)-2-fluoro-3-(((phenylacetyl)oxy)(6-fluoropyridine-3-carbonyl)amino)benzamide